CC=1N=C2N(N=C(C=C2C)C=2N=C3N(C(C2)=O)N=C(S3)C3CCNCC3)C1 7-(2,8-dimethylimidazo[1,2-b]pyridazin-6-yl)-2-(4-piperidyl)-[1,3,4]thiadiazolo[3,2-a]pyrimidin-5-one